C1(CCCCC1)NC(=O)C1=CC(=CC=2N(C=NC21)CC)NC(=O)C2=C(C=CC=C2)C(F)(F)F N-cyclohexyl-1-ethyl-6-({[2-(trifluoromethyl)phenyl]carbonyl}amino)-1H-benzimidazole-4-carboxamide